2,3-dihydropyridin N=1CCC=CC1